1,3,5-tri(4-ethynylphenyl)benzene C(#C)C1=CC=C(C=C1)C1=CC(=CC(=C1)C1=CC=C(C=C1)C#C)C1=CC=C(C=C1)C#C